(1-methyl-3,4-dihydro-1H-isoquinolin-2-yl)-[rac-(5S,7S)-7-fluoro-5-phenyl-6,7-dihydro-5H-pyrrolo[1,2-b][1,2,4]triazol-2-yl]methanone CC1N(CCC2=CC=CC=C12)C(=O)C=1N=C2N(N1)[C@@H](C[C@@H]2F)C2=CC=CC=C2 |r|